BrCC1=C(C2=C(N=CN=C2Cl)N1C(CF)CF)C1=NOC(=C1C(=O)OCC1=CC=CC=C1)C1CC1 benzyl 3-(6-(bromomethyl)-4-chloro-7-(1,3-difluoropropan-2-yl)-7H-pyrrolo[2,3-d]pyrimidine-5-yl)-5-cyclopropylisoxazole-4-carboxylate